FC=1C(=C(C=C(C1)F)NC(=O)NC1=CC(=CC(=C1)OC)NCCO)CO 1-(3,5-difluoro-2-hydroxymethylphenyl)-3-[3-(2-hydroxyethylamino)-5-methoxyphenyl]urea